4-((1-isopropylazetidin-3-yl)oxy)benzamide C(C)(C)N1CC(C1)OC1=CC=C(C(=O)N)C=C1